(1s,4s)-4-(6-formyl-4-methyl-1-oxoisoindolin-2-yl)-N-(3-methoxy-4-methylphenyl)cyclohexanecarboxamide C(=O)C1=CC(=C2CN(C(C2=C1)=O)C1CCC(CC1)C(=O)NC1=CC(=C(C=C1)C)OC)C